benzylpiperazine-1-carboxylic acid C(C1=CC=CC=C1)C1N(CCNC1)C(=O)O